C(#N)C=1C=C(C=CC1)N1N=CC(=C1C(F)(F)F)NC(OC(C)(C)C)=O tert-butyl N-[1-(3-cyanophenyl)-5-(trifluoromethyl)-1H-pyrazol-4-yl]carbamate